[Ca+2].OC(CC(=O)[O-])CCC(=O)[O-] 3-hydroxyadipic acid calcium salt